P(=O)(OC)(OC[C@@H](COCCCCCCCCCCCCCCCCCC)OCC1=C(C(=C(C=C1)F)Cl)F)[O-] methyl [(2R)-2-[(3-chloro-2,4-difluoro-phenyl) methoxy]-3-octadecyloxy-propyl] phosphate